2-(isoxazol-5-yl)-6,6,9-trimethyl-3-pentyl-6a,7,8,10a-tetrahydro-6H-benzo[c]chromen-1-ol O1N=CC=C1C1=C(C=2C3C(C(OC2C=C1CCCCC)(C)C)CCC(=C3)C)O